Cl.COC(CNC)=O sarcosine methyl ester monohydrochloride